5-bromo-2-(2,6-dioxopiperidin-3-yl)-6-((4-(4-((3S,4R)-7-hydroxy-3-phenylchroman-4-yl)phenyl)piperazin-1-yl)methyl)isoindoline-1,3-dione BrC=1C=C2C(N(C(C2=CC1CN1CCN(CC1)C1=CC=C(C=C1)[C@H]1[C@H](COC2=CC(=CC=C12)O)C1=CC=CC=C1)=O)C1C(NC(CC1)=O)=O)=O